methyl 2,2-dimethyl-4-pentenoate CC(C(=O)OC)(CC=C)C